C1(CC1)C(=O)N1CC=2NC(=NC2C1)C1=NNC2=CC(=CC=C12)C1=C(C=C(C(=C1)F)O)C([2H])([2H])[2H] Cyclopropyl-(2-(6-(5-fluoro-4-hydroxy-2-(methyl-d3) phenyl)-1H-indazol-3-yl)-4,6-dihydropyrrolo[3,4-d]imidazole-5(1H)-yl) ketone